C(C)(=O)OCCCCCCCCCC\C=C\C=CCC (11E)-11,13-hexadecadienyl acetate